NC1=CC(=NC=C1C1CC2(CC(C2)(F)F)CCN1)C(=O)OC methyl 4-amino-5-{2,2-difluoro-7-azaspiro[3.5]nonan-6-yl}pyridine-2-carboxylate